sulfomethyl methacrylate, sodium salt [Na+].C(C(=C)C)(=O)OCS(=O)(=O)[O-]